C(C)(C)(C)OC(NC1(CC1)CO)=O (1-(hydroxymethyl)cyclopropyl)carbamic acid tert-butyl ester